(R)-1-(1-(7,8-difluoro-1-oxo-1,2-dihydroisoquinolin-4-yl)ethyl)-3-(4-fluorophenyl)-1-ethylurea FC1=CC=C2C(=CNC(C2=C1F)=O)[C@@H](C)N(C(=O)NC1=CC=C(C=C1)F)CC